C(CCCCCCCCCCCCCCCCCCCCCCCC=CCC=CC)(=O)O Triaconta-25,28-dienoic acid